3-((3-(ethoxymethyl)-3-(4-fluorophenethyl)pyrrolidin-1-yl)methyl)pyridine C(C)OCC1(CN(CC1)CC=1C=NC=CC1)CCC1=CC=C(C=C1)F